ClC1=C(N=CN1C)C1=CC=C(C(=C1C=1N=C2N(C=CC(=C2)C(=O)NC23COC(C2)(C3)C)C1C#N)F)F 2-(6-(5-chloro-1-methyl-1H-imidazol-4-yl)-2,3-difluorophenyl)-3-cyano-N-(1-methyl-2-oxabicyclo[2.1.1]hexan-4-yl)imidazo[1,2-a]pyridine-7-carboxamide